C(CCCCCCCCCCCC=CCCCC)=O 13-Octadecenal